methaniminium tetrakis(3-fluorophenyl)borate N-[2-(indol-3-yl)ethyl]-S-[(pyrid-4-yl)methyl]-dithiocarbamate N1C=C(C2=CC=CC=C12)CCNC([SH-]CC1=CC=NC=C1)=S.FC=1C=C(C=CC1)[B-](C1=CC(=CC=C1)F)(C1=CC(=CC=C1)F)C1=CC(=CC=C1)F.C=[NH2+].C=[NH2+]